FC1=CC=C(C=C1)C1=C2N=C(C(=NC2=CC=C1)C(=O)N)CC1=CN=C(S1)C1=CC=C(C=C1)OC(F)(F)F (4-fluorophenyl)-((2-(4-(trifluoromethoxy)phenyl)thiazol-5-yl)methyl)quinoxaline-2-carboxamide